NCCCN(C(CSC(C(=O)NCCN1C(C=CC1=O)=O)C)=O)[C@H](C(C)(C)C)C=1N(C=C(C1)C1=C(C=CC(=C1)F)F)CC1=CC=CC=C1 ({2-[(3-aminopropyl){(1R)-1-[1-benzyl-4-(2,5-difluorophenyl)-1H-pyrrol-2-yl]-2,2-dimethylpropyl}amino]-2-oxoethyl}sulfanyl)-N-[2-(2,5-dioxo-2,5-dihydro-1H-pyrrol-1-yl)ethyl]propanamide